(S)-2-(1-(9H-purin-6-ylamino)propyl)-3-(3-fluorophenyl)-4H-chromen-4-one L-tartrate C(=O)(O)[C@H](O)[C@@H](O)C(=O)O.N1=CN=C2NC=NC2=C1N[C@@H](CC)C=1OC2=CC=CC=C2C(C1C1=CC(=CC=C1)F)=O